1-(4-bromo-5-ethyl-1-methyl-1H-pyrazol-3-yl)-3-(dimethylamino)propan-1-one BrC=1C(=NN(C1CC)C)C(CCN(C)C)=O